N(=[N+]=[N-])\C(\C(=O)OCC)=C/C1=CN=C(S1)C1CC1 ethyl (Z)-2-azido-3-(2-cyclopropylthiazol-5-yl)prop-2-enoate